2-oxo-N-phenylacetamide O=CC(=O)NC1=CC=CC=C1